COC(CC1=NC=C(C=C1)O)=O 2-(5-Hydroxypyridin-2-yl)acetic acid methyl ester